C(C)(=O)N1C(CN(CC1)[C@H](C(=O)NC1=NC=C(C=C1)OC1=CC=C(C=C1)F)C)(C)C (S)-2-(4-acetyl-3,3-dimethylpiperazin-1-yl)-N-(5-(4-fluorophenoxy)pyridin-2-yl)propanamide